NC1=NC=2C=CC(=CC2C2=C1[C@H](OC2)C)C(=O)N(CC2=NC=C(C=C2)C(F)(F)F)[C@H](C)C2CCOCC2 (3R)-4-amino-3-methyl-N-((1R)-1-(tetrahydro-2H-pyran-4-yl)ethyl)-N-((5-(trifluoromethyl)-2-pyridinyl)methyl)-1,3-dihydrofuro[3,4-c]quinoline-8-carboxamide